ClC=1C(=C2C(=C3C(=CC(=NC13)SC)O)COC2)C2=CC=C(C1=C2C(=C(S1)NC(OC(C)(C)C)=O)C#N)F tert-Butyl N-[4-(5-chloro-9-hydroxy-7-methylsulfanyl-1,3-dihydrofuro[3,4-f]quinolin-4-yl)-3-cyano-7-fluoro-benzothiophen-2-yl]carbamate